C(C)(=O)OC1=CC=2CCC(=C(C2C=C1)Cl)C=O 5-chloro-6-formyl-7,8-dihydronaphthalene-2-yl acetate